C(C)(C)(C)OC(=O)N1CCN(CC1)C=1C=NC(=CC1)COS(=O)(=O)C 4-(6-(((methylsulfonyl)oxy)methyl)pyridin-3-yl)piperazine-1-carboxylic acid tert-butyl ester